BrC1=C(C(=C(C=C1)F)COC)OC 1-bromo-4-fluoro-2-methoxy-3-(methoxymethyl)benzene